C(C)C1(NC(N(C(C1)=O)[C@@H]1CCOC2=CC=C(C=C12)C(=O)NC1C(OC2=C1C=CC=C2)(C)CO)=N)CC (4R)-4-(4,4-diethyl-2-imino-6-oxo-hexahydropyrimidin-1-yl)-N-[2-(hydroxymethyl)-2-methyl-3H-benzofuran-3-yl]chromane-6-carboxamide